(2-Hydroxyethyl)trimethyl-ammonium hydroxide [OH-].OCC[N+](C)(C)C